C[C@H]1[C@H]([C@H]([C@@H]([C@@H](O1)O[C@H]2[C@@H]([C@H](OC([C@@H]2NC(=O)C)O)COS(=O)(=O)O)O[C@H]3[C@@H]([C@H]([C@H]([C@H](O3)CO)O)OS(=O)(=O)O)O)O)O)O The molecule is an amino trisaccharide that consists of 6-sulfated N-acetyl-D-glucosamine having an alpha-L-fucosyl residue attached at position 3 and a 3-sulfated beta-D-galactosyl residue attached at position 4. It has a role as an epitope. It is an amino trisaccharide and an oligosaccharide sulfate.